(rac)-(1x-r,5x-s,6x-r)-1-methyl-6-(4-methyl-3-(trifluoromethoxy)phenyl)-3-azabicyclo[3.1.0]hexane CC12CNCC2C1C1=CC(=C(C=C1)C)OC(F)(F)F